C(C)(C)C1=C(C=CC=C1)N1/C(/SC(=CC1=O)C1=C(C=CC=C1)C)=N/C(C1=CC=CC=C1)=O (Z)-N-(3-(2-isopropylphenyl)-4-keto-6-(2-methylphenyl)-3,4-dihydro-2H-1,3-thiazin-2-ylidene)benzamide